ClC1=CC(=C(C=C1)[C@@]1(OC2=C(O1)C=CC=C2C2CCN(CC2)CC=2N(C(=C(N2)/C=C/C(=O)O)C)C[C@H]2OCC2)C)F (E)-3-(2-((4-((S)-2-(4-chloro-2-fluorophenyl)-2-methylbenzo[d][1,3]dioxol-4-yl)piperidin-1-yl)methyl)-5-methyl-1-(((S)-oxetan-2-yl)methyl)-1H-imidazol-4-yl)acrylic acid